(R)-2-((2S,3R)-3-((tert-butoxycarbonyl)amino)-2-hydroxy-4-phenylbutanamido)-2-(5-fluoro-3-(trifluoromethyl)phenyl)acetic acid C(C)(C)(C)OC(=O)N[C@@H]([C@@H](C(=O)N[C@@H](C(=O)O)C1=CC(=CC(=C1)F)C(F)(F)F)O)CC1=CC=CC=C1